FC(CC)=C(F)F 3,4,4-trifluorobutan-3-ene